(4-bromo-6-methyl-2-pyridyl)methanol BrC1=CC(=NC(=C1)C)CO